C(C)(C)(C)OC(=O)N1C[C@H](CC1)OC(NC)=O.ClC1=CC=C2C(=CC=NC2=C1)N1CCNCC1 7-chloro-4-(1-piperazinyl)quinoline Tert-butyl-(3S)-3-[(methylcarbamoyl)oxy]pyrrolidine-1-carboxylate